OC=1C=NC=CC1C(C)=O 1-(3-hydroxypyridin-4-yl)ethanone